5-methyl-6-phenylpyrrolo[2,3-b]pyrazine-7-carboxylic acid CN1C(=C(C=2C1=NC=CN2)C(=O)O)C2=CC=CC=C2